6-methoxy-2-((1R,2R)-2-methyl-4-(N-methylacetamido)cyclohexyl)-N-(pyrazolo[1,5-a]pyrimidin-3-yl)-2H-indazole-5-carboxamide COC=1C(=CC2=CN(N=C2C1)[C@H]1[C@@H](CC(CC1)N(C(C)=O)C)C)C(=O)NC=1C=NN2C1N=CC=C2